NC=1C(=NC=C(C1)SC(F)(F)F)N(C(=O)C1=NC=C(C=C1SCC)C1(CC1)C#N)C N-[3-amino-5-(trifluoromethylsulfanyl)-2-pyridinyl]-5-(1-cyanocyclopropyl)-3-ethylsulfanyl-N-methyl-pyridine-2-carboxamide